ClC1=C(C(=CC=C1)F)CN1C2=C(SCC1=O)C=CC(=C2)CO 4-(2-chloro-6-fluorophenylmethyl)-6-(hydroxymethyl)-2H-benzo[b][1,4]Thiazin-3(4H)-one